(2S,3R)-3-(((TERT-BUTYLDIMETHYLSILYL)OXY)METHYL)HEX-5-EN-2-OL [Si](C)(C)(C(C)(C)C)OC[C@H]([C@H](C)O)CC=C